N-((R)-8-(8-(2,3-dichlorophenyl)imidazo[1,5-a]pyridin-5-yl)-8-azaspiro[4.5]dec-1-yl)-2-methylpropane-2-sulfinamide ClC1=C(C=CC=C1Cl)C=1C=2N(C(=CC1)N1CCC3(CCC[C@H]3NS(=O)C(C)(C)C)CC1)C=NC2